CCCCCCCCCCCCCCCCCC(=O)OC[C@H](COP(=O)([O-])OCC[N+](C)(C)C)OC(=O)CC/C=C\C/C=C\C/C=C\C/C=C\C/C=C\C/C=C\CC 1-stearoyl-2-docosahexaenoyl-sn-glycero-3-phosphocholine